5-chloro-6-(2-fluorophenyl)isothiazolo[3,4-b]pyridin-3-amine ClC1=CC=2C(N=C1C1=C(C=CC=C1)F)=NSC2N